2,4-Dibromonitrobenzene C1=CC(=C(C=C1Br)Br)[N+](=O)[O-]